N1C(N)=NC=2N=CCC2C1=O 7-Deazaguanine